4-methyl-2-(tetrahydro-2H-pyran-2-yl)-2,4-dihydro-5H-pyrazolo[4,3-d]Pyrimidin-5-one CN1C(N=CC=2C1=CN(N2)C2OCCCC2)=O